C[C@H]1CN(C[C@H](N1)C)C1=C2C=NC(=NC2=C(C=C1)C(=O)NC1=CC2=CN(N=C2C(=C1)F)C)OCC1COCC1 5-((3S,5R)-3,5-dimethylpiperazin-1-yl)-N-(7-fluoro-2-methyl-2H-indazol-5-yl)-2-((tetrahydrofuran-3-yl)methoxy)quinazoline-8-carboxamide